(E)-N-(2-(2-aminoethoxy)ethyl)-3-(4-propoxyphenyl)acrylamide NCCOCCNC(\C=C\C1=CC=C(C=C1)OCCC)=O